17-chloro-4,6,8,10,12,14-hexamethylheptadecylbenzyloxymethyl ether ClCCCC(CC(CC(CC(CC(CC(CCCC(OCC1=CC=CC=C1)OC(CCCC(CC(CC(CC(CC(CC(CCCCl)C)C)C)C)C)C)OCC1=CC=CC=C1)C)C)C)C)C)C